4-(PHENETHYLCARBAMOYL)PHENYLBORONIC ACID C(CC1=CC=CC=C1)NC(=O)C1=CC=C(C=C1)B(O)O